C(C1=CC(C(=O)OCC(C)=C)=CC=C1)(=O)OCC(C)=C dimethallyl isophthalate